OCCC=1C(=NC(=CC1)N1C=NC2=C1C=C(C(=C2)OC)NC=2N=NC(=CC2)C)N2N=C(C=C2C)C#N 1-[3-(hydroxyethyl)-6-[5-methoxy-6-[(6-methylpyridazin-3-yl)amino]benzimidazol-1-yl]-2-pyridyl]-5-methyl-pyrazole-3-carbonitrile